(S)-N-(3-(1-(2-(4-methyl-2-oxo-1,2-dihydroquinolin-6-yl)acetyl)piperidin-4-yl)-1-(methylamino)-1-oxopropan-2-yl)-5-phenylpicolinamide CC1=CC(NC2=CC=C(C=C12)CC(=O)N1CCC(CC1)C[C@@H](C(=O)NC)NC(C1=NC=C(C=C1)C1=CC=CC=C1)=O)=O